O1C(=CC=C1)C1(CC1)[N-]C(C(C)(C)C)=O N-(1-(2-furyl)cyclopropyl)pivaloyl-amide